2-chloro-9,10-bis(n-butoxy)anthracene ClC1=CC2=C(C3=CC=CC=C3C(=C2C=C1)OCCCC)OCCCC